dithiopicolinate N1=C(C=CC=C1)C(=S)[S-]